CN(CC=CC(=O)[O-])CCCCNS(=O)(=O)C1=CC=C(C=C1)NC(C(F)(F)F)=O 4-[methyl-[4-[[4-[(2,2,2-trifluoroacetyl)amino]phenyl]sulfonylamino]butyl]amino]but-2-enoate